ClC1=C(C=C(C=C1)N(C(/C=C/C(=O)OCC)=O)CCCCl)C Ethyl (E)-4-((4-chloro-3-methylphenyl) (3-chloropropyl) amino)-4-oxobut-2-enoate